1,3-dimethylimidazolium iodide salt [I-].CN1C=[N+](C=C1)C